O=C1NC(CCC1N1C(N(C2=C1C=CC=C2C2CC(C2)COC2CN(C2)C(=O)OCC2=CC=CC=C2)C)=O)=O 1-Benzyl 3-[[3-[1-(2,6-dioxo-3-piperidyl)-3-methyl-2-oxo-benzimidazol-4-yl]cyclobutyl]methoxy]azetidine-1-carboxylate